5-(1-bromonaphthalen-2-yl)-3-methylene-4-(p-tolyl)dihydrofuran-2(3H)-one BrC1=C(C=CC2=CC=CC=C12)C1C(C(C(O1)=O)=C)C1=CC=C(C=C1)C